2-(3-fluorophenoxy)tetrahydropyran FC=1C=C(OC2OCCCC2)C=CC1